4-nitro-5-chloro-2,1,3-benzothiadiazole [N+](=O)([O-])C1=C(C=CC2=NSN=C21)Cl